C1(CC1)CN1CCC(CC1)CN(CCCNC1=CC(=NC2=CC=CC=C12)C1=CC=C(C=C1)OC)C N1-((1-(Cyclopropylmethyl)piperidin-4-yl)methyl)-N3-(2-(4-methoxyphenyl)quinolin-4-yl)-N1-methylpropane-1,3-diamine